COC=1C=C(C=C(C1OC)C=1C=NN(C1)C)[C@@H](C)NC(C1=C(C=CC=C1)C)=O N-[(1R)-1-[3,4-dimethoxy-5-(1-methylpyrazol-4-yl)phenyl]ethyl]-2-methyl-benzamide